OCC1=CC(=CC(=C1O)CO)C 2,6-bis-hydroxymethyl-p-cresol